C([O-])([O-])=O.[Ti+3].C([O-])([O-])=O.C([O-])([O-])=O.[Ti+3] titanium (III) carbonate